ClC1=C(C=CC(=C1)F)/C(=C(/C=1C=C2C=NNC2=CC1)\C1=CC=C(C=C1)/C=C/C(=O)O)/C1CCC1 (E)-3-(4-((E)-2-(2-chloro-4-fluorophenyl)-2-cyclobutyl-1-(1H-indazol-5-yl)vinyl)phenyl)acrylic acid